Benzyl 4-(dimethylamino)-3-(methyl ((2-(trimethylsilyl) ethoxy) carbonyl) amino)-4-oxobutyrate CN(C(C(CC(=O)OCC1=CC=CC=C1)N(C(=O)OCC[Si](C)(C)C)C)=O)C